BrC1=CC(=C(C(=C1)[N+](=O)[O-])N[C@H]1[C@H](CCCC1)NC(=O)C1=CC(NC2=CC=CC(=C12)OC)=O)C(=O)N1CCOCC1 N-((1S,2R)-2-((4-bromo-2-(morpholine-4-carbonyl)-6-nitrophenyl)amino)cyclohexyl)-5-methoxy-2-oxo-1,2-dihydroquinoline-4-carboxamide